[C@H]12CNC[C@@H]2C1CN1CCC(CC1)NC(OCC1=CC=CC=C1)=O benzyl (1-(((1R,5S,6r)-3-azabicyclo[3.1.0]hexan-6-yl)methyl)piperidin-4-yl)carbamate